[N+](=O)([O-])C1=C(C=C(C(=O)OC)C#N)C=CC=C1 methyl 2-nitro-α-cyanocinnamate